6-((1-methyl-5-morpholino-3-oxoisoindolin-2-yl)methyl)benzo[d]oxazol-2(3H)-one CC1N(C(C2=CC(=CC=C12)N1CCOCC1)=O)CC1=CC2=C(NC(O2)=O)C=C1